C(CC)S(=O)(=O)OC1=NC=CC=C1C=C vinylpyridinyl propanesulfonate